C1(CC1)N1C(=NC(=C1)C(F)(F)F)C1=CC=C(CNC(OC(C)(C)C)=O)C=C1 tert-butyl (4-(1-cyclopropyl-4-(trifluoromethyl)-1H-imidazol-2-yl)benzyl)carbamate